C1(CCCCC1)N(S(=O)(=O)C1=CC=C(CNC(=O)N2C=CC3=CC=CC=C23)C=C1)C(C)C N-(4-(N-Cyclohexyl-N-isopropylsulfamoyl)benzyl)-1H-indole-1-carboxamide